(R)-3-methoxy-8-(p-toluenesulfonyloxy)octanoic acid tert-butyl ester C(C)(C)(C)OC(C[C@@H](CCCCCOS(=O)(=O)C1=CC=C(C)C=C1)OC)=O